NC1=NC=C(C=N1)C=1N=CN2C1N(C(C1=CC(=CC(=C21)CNC=2C(=NC(=CC2)Cl)NC(OC)=O)C)=O)C methyl (3-(((3-(2-aminopyrimidin-5-yl)-4,7-dimethyl-5-oxo-4,5-dihydroimidazo[1,5-a]quinazolin-9-yl)methyl)amino)-6-chloropyridin-2-yl)carbamate